C(#N)C1=CC(=C(C=N1)OC1=CC(=C2C(=N1)N(C=N2)C)NC2=CC=C(C(=N2)C)C(=O)N(C)C)C 6-[[5-[(6-cyano-4-methyl-3-pyridinyl)oxy]-3-methyl-imidazo[4,5-b]pyridin-7-yl]amino]-N,N,2-trimethyl-pyridine-3-carboxamide